C1(CC1)C1=C(C(=NO1)C1=C(C=CC=C1Cl)Cl)COC=1C=C2C=CC(=CC2=CC1)OC=1C=CC(=NC1)C(=O)O 5-((6-((5-cyclopropyl-3-(2,6-dichlorophenyl)isoxazol-4-yl)methoxy)naphthalen-2-yl)oxy)picolinic acid